iridium iridium (III) bis(phenylpyridine) C1(=CC=CC=C1)C1=NC=CC=C1.C1(=CC=CC=C1)C1=NC=CC=C1.[Ir+3].[Ir+3]